pentaenoyl-carnitine C(C=CCC)(=O)C(O)(C[N+](C)(C)C)CC([O-])=O